(methyl) methacrylate C(C(=C)C)(=O)OC